BrC=1C=C2C(=NN(C(C2=CC1)=O)CC(=O)N[C@H]1CN(CCC1)CC)C(C)C (R)-2-(6-bromo-4-isopropyl-1-oxophthalazin-2(1H)-yl)-N-(1-ethylpiperidin-3-yl)acetamide